2-[4-(2-cyclopropyl-1-methyl-imidazol-4-yl)-3-methyl-phenyl]-5-fluoro-4-methylsulfanyl-pyrimidine C1(CC1)C=1N(C=C(N1)C1=C(C=C(C=C1)C1=NC=C(C(=N1)SC)F)C)C